2-(2-Aminoethyl)-N-[(1R)-1-(1-naphthyl)ethyl]benzamide hydrochloride salt Hydrogen chloride Cl.Cl.NCCC1=C(C(=O)N[C@H](C)C2=CC=CC3=CC=CC=C23)C=CC=C1